NC1=C(C=NN1C=1C=NC(=CC1C)OC1=C(C=CC=C1F)F)C(=O)C1=CC=2C(=CC=C3CCN(CC23)C2CN(C2)C)N1 (5-amino-1-{6-[(2,6-difluorophenyl)oxy]-4-methylpyridin-3-yl}pyrazol-4-yl)[2-(1-methylazetidin-3-yl)-2,3,4,7-tetrahydro-1H-pyrrolo[2,3-H]isoquinolin-8-yl]methanone